4-(2-cyano-3-fluoro-5-isopropylphenyl)-1,2,3,6-tetrahydropyridine-1-carboxylic acid tert-butyl ester C(C)(C)(C)OC(=O)N1CCC(=CC1)C1=C(C(=CC(=C1)C(C)C)F)C#N